ClC1=CC=C(C=C1)[C@H](C)NC1=NC(=CC(=N1)NC1=NC=CN=C1)N1CCN(CC1)S(=O)(=O)C (S)-N2-[1-(4-chlorophenyl)ethyl]-6-[4-(methylsulfonyl)piperazin-1-yl]-N4-(pyrazin-2-yl)pyrimidine-2,4-diamine